OC(C(C(=O)OC)NC1=C(C=C(C(=O)OC)C=C1)[N+](=O)[O-])C methyl 4-((3-hydroxy-1-methoxy-1-oxobutan-2-yl) amino)-3-nitrobenzoate